C(C)OC1=C(C=CC(=C1)C=1NC(C2=C(N1)NN=N2)=O)C2=CC(=CC=C2)OCC(=O)O 2-((2'-ethoxy-4'-(7-oxo-6,7-dihydro-3H-[1,2,3]triazolo[4,5-d]pyrimidin-5-yl)-[1,1'-biphenyl]-3-yl)oxy)acetic acid